FC(C=1C=C(OC2=CC=C(C=3C=CC=NC23)C#N)C=CC1)(F)F 8-{3-(trifluoromethyl)phenoxy}quinoline-5-carbonitrile